4-(trifluoromethoxy)-N-methoxy-N-methylbenzamide FC(OC1=CC=C(C(=O)N(C)OC)C=C1)(F)F